2-hydroxy-5-[(6-hydroxy-7-methoxy-3-oxo-1-benzofuran-2-ylidene)methyl]phenolate OC1=C(C=C(C=C1)C=C1OC2=C(C1=O)C=CC(=C2OC)O)[O-]